tin distearyloxy(distearoxytin) C(CCCCCCCCCCCCCCCCC)O[Sn](OCCCCCCCCCCCCCCCCCC)(OCCCCCCCCCCCCCCCCCC)OCCCCCCCCCCCCCCCCCC.[Sn]